C(C)[C@@]12[C@H]([C@@H]3CC[C@H]4[C@@]([C@H]3CC1)(CCC[C@@](C4)(C)O)C)CC[C@@H]2C(CN2N=CC(=C2)C#N)=O 1-(2-((1S,3aS,3bR,5aR,7R,10aS,10bS,12aS)-12a-ethyl-7-hydroxy-7,10a-dimethyloctadecahydrocyclohepta[a]cyclopenta[f]naphthalen-1-yl)-2-oxoethyl)-1H-pyrazole-4-carbonitrile